N[C@H]1C[C@@H](OC[C@H]1O)C(=O)N1[C@H](C2=CC=CC=C2CC1)C1=CC=C(C=C1)F ((2R,4S,5S)-4-amino-5-hydroxytetrahydro-2H-pyran-2-yl)((S)-1-(4-fluorophenyl)-3,4-dihydroisoquinolin-2(1H)-yl)methanone